FC1=CC2=C(SC(=C2)C#N)C(=C1)N1CCN(CC1)CCC1=CC=C2CCC(NC2=C1)=O 5-fluoro-7-(4-(2-(2-oxo-1,2,3,4-tetrahydroquinolin-7-yl)ethyl)piperazin-1-yl)benzo[b]thiophene-2-carbonitrile